FC(/C(=C/C(=O)OCC)/[Sn](CCCC)(CCCC)CCCC)(F)F ethyl (Z)-4,4,4-trifluoro-3-(tributylstannyl)but-2-enoate